BrC=1C=CC2=C(C=C(O2)C(=O)O)C1 5-bromo-1-benzofuran-2-carboxylic acid